N1C=CC2=C(C=CC=C12)[C@@H]1COC2=C1C=C(C=C2C(=O)NC)C(=O)N[C@@H]2[C@H](C2)C |o1:9| (S*)-3-(1H-Indol-4-yl)-N7-methyl-N5-((1S,2S)-2-methylcyclopropyl)-2,3-dihydrobenzofuran-5,7-dicarboxamid